4-[(tert-butyldiphenylsilyl)oxy]-N-[2-(4-isopropylpiperazin-1-yl)-5-nitrophenyl]butanamide [Si](C1=CC=CC=C1)(C1=CC=CC=C1)(C(C)(C)C)OCCCC(=O)NC1=C(C=CC(=C1)[N+](=O)[O-])N1CCN(CC1)C(C)C